N1=NCCCCCCC1C(=O)N diazacyclononene-9-carboxamide